2,6-divinylnaphthalene C(=C)C1=CC2=CC=C(C=C2C=C1)C=C